NCC1CC=C(C1)C=1C=CC=C2CN(C(C12)=O)C1C(NC(CC1)=O)=O 3-(7-(4-(Aminomethyl)cyclopent-1-en-1-yl)-1-oxoisoindolin-2-yl)piperidine-2,6-dione